FC=1C=NC(=NC1)[C@]12CC[C@@H](C[C@@H]2C1)OC[C@@H]1N([C@@H](C[C@@H]1NS(=O)(=O)C)C)C(=O)OCC(F)F 2,2-difluoroethyl (2R,3S,5R)-2-((((1S,3S,6R)-6-(5-fluoropyrimidin-2-yl)bicyclo[4.1.0]heptan-3-yl)oxy)methyl)-5-methyl-3-(methylsulfonamido)pyrrolidine-1-carboxylate